tert-Butyl N-[3-methyl-5-[[2-[4-(2-methylpropanoyl)-2-(2-oxo-3,4-dihydro-1H-quinolin-6-yl)-1-piperidyl]-2-oxo-acetyl]amino]-2-pyridyl]carbamate CC=1C(=NC=C(C1)NC(C(=O)N1C(CC(CC1)C(C(C)C)=O)C=1C=C2CCC(NC2=CC1)=O)=O)NC(OC(C)(C)C)=O